[Cl-].C(CCCCCCCCC)CCC[Si](OCC)(OCC)OCC 1-decyl-3-propyl-triethoxysilane chloride